C(C=C)OC1=C(C=C(C=C1C(C)(C)C)C)C1=C(C=CC=C1)C1=CC(=C(C1)C1=CC=CC=C1)C1=CC=CC=C1 2-(allyloxy)-3-(tert-butyl)-2'-(3,4-diphenylcyclopenta-1,3-dien-1-yl)-5-methyl-1,1'-biphenyl